potassium heptanolate C(CCCCCC)[O-].[K+]